I.C(CN)N ethylenediamine hydroiodic acid salt